(4S,5R)-5-ethynyl-4-hydroxy-5-(hydroxymethyl)dihydrofuran-2(3H)-one C(#C)[C@]1([C@H](CC(O1)=O)O)CO